COC1=CC=C(CN2N=C(C=C(C2=O)C2(CCCC2)C)CC2=C(C=C(C=C2C)N2N=C(C(NC2=O)=O)NC(OC(C)(C)C)=O)C)C=C1 tert-Butyl (2-(4-((1-(4-methoxybenzyl)-5-(1-methylcyclopentyl)-6-oxo-1,6-dihydropyridazin-3-yl)methyl)-3,5-dimethylphenyl)-3,5-dioxo-2,3,4,5-tetrahydro-1,2,4-triazin-6-yl)carbamate